6-(1-methylpiperidine-4-yl)-pyridine CN1CCC(CC1)C1=CC=CC=N1